CN(C1CC(C1)O)C (1s,3s)-3-(dimethylamino)cyclobutan-1-ol